tert-butyl (20-((2-(2,6-dioxopiperidin-3-yl)-1,3-dioxoisoindolin-4-yl)amino)-3,6,9,12,15,18-hexaoxaicosyl)carbamate O=C1NC(CCC1N1C(C2=CC=CC(=C2C1=O)NCCOCCOCCOCCOCCOCCOCCNC(OC(C)(C)C)=O)=O)=O